6-(5-chloro-2-pyridyl)-N-[(1S)-1-[2-(trifluoromethyl)pyrimidin-5-yl]ethyl]pyrido[2,3-d]pyrimidin-4-amine ClC=1C=CC(=NC1)C1=CC2=C(N=CN=C2N[C@@H](C)C=2C=NC(=NC2)C(F)(F)F)N=C1